CN1N=C(N=C1)C(=O)[O-] 1-methyl-1,2,4-triazole-3-carboxylate